2,5-difluoro-3-nitro-pyridine FC1=NC=C(C=C1[N+](=O)[O-])F